[C@@H]12OC[C@@H](N(C1)C1=C(C=C(C(=C1)OC)NC1=NC=NC(=C1)N1OCC[C@@H]1C1=CC(=C(C=C1)F)Cl)NC(C=C)=O)C2 N-(2-((1S,4S)-2-oxa-5-azabicyclo[2.2.1]heptane-5-yl)-5-((6-((R)-3-(3-chloro-4-fluorophenyl)isoxazolidine-2-yl)pyrimidine-4-yl)amino)-4-methoxy-phenyl)acrylamide